N-[(6-Amino-2-pyridyl)sulfonyl]-6-(6-methoxy-2-pyridyl)-2-(2,4,6-trimethylphenoxy)pyridin-3-carboxamid NC1=CC=CC(=N1)S(=O)(=O)NC(=O)C=1C(=NC(=CC1)C1=NC(=CC=C1)OC)OC1=C(C=C(C=C1C)C)C